IC=1N(C2=CC=CC(=C2C1)N[C@@H]1[C@@H](CN(CC1)C(=O)OC(C)(C)C)C)CC(F)(F)F tert-butyl (3R,4S)-4-[[2-iodo-1-(2,2,2-trifluoroethyl)indol-4-yl]amino]-3-methyl-piperidine-1-carboxylate